7-(5-Fluoroindolin-1-yl)thiazolo[5,4-d]pyrimidine-2-carboxylic acid ethyl ester C(C)OC(=O)C=1SC=2N=CN=C(C2N1)N1CCC2=CC(=CC=C12)F